t-butyl (5'S)-2-bromo-5'-carbamoyl-5-oxo-4,5-dihydro-7H-spiro[pyrazolo[1,5-a]pyrimidine-6,3'-pyrrolidine]-1'-carboxylate BrC1=NN2C(NC(C3(CN([C@@H](C3)C(N)=O)C(=O)OC(C)(C)C)C2)=O)=C1